F[P-](F)(F)(F)(F)F.CN(C)C(ON1N=NC=2C1=NC=CC2)=[N+](C)C [dimethylamino-(1,2,3-triazolo[4,5-b]pyridin-3-yloxy)-methylene]-dimethyl-ammonium hexafluorophosphate